CC1=CC(=NO1)N 5-methyl-1,2-oxazol-3-amine